BrC1=CC=C(C=C1)S(=O)(=O)C1=C(C=C(C#N)C=C1)C#N 4-((4-bromophenyl)sulfonyl)isophthalonitrile